methyl (1R,2S,5S)-3-[(2S,3R)-2-(benzyloxycarbonylamino)-3-tert-butoxy-butanoyl]-6,6-dimethyl-3-azabicyclo[3.1.0]hexane-2-carboxylate C(C1=CC=CC=C1)OC(=O)N[C@H](C(=O)N1[C@@H]([C@H]2C([C@H]2C1)(C)C)C(=O)OC)[C@@H](C)OC(C)(C)C